CC1=NC2=C(N1)C=C(C=C2)C#N 2-methyl-1H-benzimidazole-6-carbonitrile